benzyl 3-(3-chloro-3-oxopropoxy)propanoate ClC(CCOCCC(=O)OCC1=CC=CC=C1)=O